C(CCCCCCCC)[Si](OCCOCC)(CCCCCCCCC)CCCCCCCCC trinonyl-(2-ethoxyethoxy)silane